F[C@@H]1C[C@H](N(C1)C(CC=1OC=C(N1)C)=O)C(=O)N[C@H](C1=NC=C(C=C1)C(C)C)C1=CC=CC=C1 (2S,4R)-4-fluoro-1-[2-(4-methyl-1,3-oxazol-2-yl)acetyl]-N-[(S)-phenyl[5-(propan-2-yl)pyridin-2-yl]methyl]pyrrolidine-2-carboxamide